C(CC)N1N=NC=C1 1-propyl-1H-1,2,3-triazol